2-(4-methoxy-3-(2-(((R)-phenyl((R)-1,2,3,4-tetrahydropyrido[2,3-b]pyrazin-3-yl)methyl)amino)ethyl)phenyl)acetic acid COC1=C(C=C(C=C1)CC(=O)O)CCN[C@@H]([C@H]1CNC2=C(N1)N=CC=C2)C2=CC=CC=C2